BrC=1SC=2C(NC(=C3CCOC1C23)C)=O 2-bromo-6-methyl-5,7-dihydro-3-oxa-1-thia-7-aza-acenaphthylen-8(4H)-one